3-(1-(2-(3-((4,6-difluoro-1H-indol-5-yl)oxy)phenyl)-1H-imidazol-5-yl)-1-hydroxyethyl)benzaldehyde FC1=C2C=CNC2=CC(=C1OC=1C=C(C=CC1)C=1NC(=CN1)C(C)(O)C=1C=C(C=O)C=CC1)F